C(C)(C)(C)OC(=O)CC(=O)N[C@@H](CC1=CC=C(C=C1)NS(O)(=O)=O)C=1SC=C(N1)CC (S)-4-{2-[2-(tert-Butoxycarbonyl)acetamido]-2-(4-ethylthiazol-2-yl)ethyl}-phenylsulfamic acid